C(C1=CC=CC=C1)(=O)OCC1OC(C(C(C1OC(C1=CC=CC=C1)=O)OC(C1=CC=CC=C1)=O)C(F)(F)F)CC(C1=CC2=CC=CC=C2C=C1)=O (benzoyloxymethyl)-3,4-bis(benzoyloxy)-5-(trifluoromethyl)-6-(2-oxo-2-(naphthalen-2-yl)ethyl)tetrahydropyran